3,4-dihydro-2H-benzo[b][1,4]oxazine-5-carbonitrile O1C2=C(NCC1)C(=CC=C2)C#N